FC=1C=C(C=CC1[Si](C)(C)C)NC(C(C1=CC=C(C=C1)COC)NC(=O)N1CC(CC1)O)=O N-(2-((3-fluoro-4-(trimethylsilyl)phenyl)amino)-1-(4-(methoxymethyl)phenyl)-2-oxoethyl)-3-hydroxypyrrolidine-1-carboxamide